NC[C@@H](C1=CC(=CC=C1)Cl)NC(=O)C=1N=CN(C1)C1=NC(=NC=C1C)NC1CCOCC1 (R)-N-(2-amino-1-(3-chlorophenyl)ethyl)-1-(5-methyl-2-((tetrahydro-2H-pyran-4-yl)amino)-pyrimidin-4-yl)-1H-imidazole-4-amide